sodium 2-(1-(2-Cyanophenyl)-1-(1-methyl 1H-pyrazol-4-yl)propan-2-yl)-1-ethyl-5-methoxy-6-oxo-1,6-dihydropyrimidine-4-carboxylate C(#N)C1=C(C=CC=C1)C(C(C)C=1N(C(C(=C(N1)C(=O)[O-])OC)=O)CC)C=1C=NN(C1)C.[Na+]